7-[(1R)-1-methyl-2-oxo-2-(1-piperidinyl)ethoxy]-4-(4-methyl-3-thienyl)chromen-2-one (2S)-methyl-2-(((benzyloxy)carbonyl)amino)-2-methyl-3-(2-oxopyrrolidin-3-yl)propanoate COC([C@@](CC1C(NCC1)=O)(C)NC(=O)OCC1=CC=CC=C1)=O.C[C@H](C(N1CCCCC1)=O)OC1=CC=C2C(=CC(OC2=C1)=O)C1=CSC=C1C